tert-Butyl (1R,2S,5S)-2-(4-bromophenyl)-8-oxa-3-azabicyclo[3.2.1]octane-3-carboxylate BrC1=CC=C(C=C1)[C@H]1[C@H]2CC[C@@H](CN1C(=O)OC(C)(C)C)O2